(E)-1-(3-(4-(tert-butyl)phenoxy)phenyl)-3-(3,4-dihydroxyphenyl)-2-propen-1-one C(C)(C)(C)C1=CC=C(OC=2C=C(C=CC2)C(\C=C\C2=CC(=C(C=C2)O)O)=O)C=C1